methyl (R)-3-(2-(2-((2-(3-(4-((bis(benzyloxy)phosphoryl)oxy)-2-hydroxy-3,3-dimethylbutanamido)propanamido)ethyl)thio)-2-oxoethyl)-5,5-dimethyl-1,3-dioxan-2-yl)propanoate C(C1=CC=CC=C1)OP(=O)(OCC1=CC=CC=C1)OCC([C@H](C(=O)NCCC(=O)NCCSC(CC1(OCC(CO1)(C)C)CCC(=O)OC)=O)O)(C)C